(6Z,16Z)-12-((Z)-dec-4-en-1-yl)docosa-6,16-dien-11-yl (3-morpholinopropyl)-carbamate O1CCN(CC1)CCCNC(OC(CCC\C=C/CCCCC)C(CCC\C=C/CCCCC)CCC\C=C/CCCCC)=O